4-(hydroxymethyl)-2-pyridinecarboxylic acid methyl ester COC(=O)C1=NC=CC(=C1)CO